N-{[(4R)-4-cyclopropyl-2,5-dioxoimidazolidin-4-yl]methyl}-4'-(1,1-difluoropropyl)[biphenyl]-2-carboxamide C1(CC1)[C@@]1(NC(NC1=O)=O)CNC(=O)C=1C(=CC=CC1)C1=CC=C(C=C1)C(CC)(F)F